CCC1=CC=C(C=C1)S(=O)(=O)O methyl-p-toluenesulfonic acid